triethylenetetramine tetrahydrochloride salt Cl.Cl.Cl.Cl.NCCNCCNCCN